3-Cyclooctylamino-butan C1(CCCCCCC1)NC(CC)C